C(C)OC1=C(C=CC=C1)C1=NN=C2SCC(=NN21)C2=CC=C(C=C2)N2CCCCC2 3-(2-ethoxyphenyl)-6-(4-(piperidin-1-yl)phenyl)-7H-[1,2,4]triazolo[3,4-b][1,3,4]thiadiazine